O=C1NC(CCC1N1C(C2=CC=C(C=C2C1=O)C#CCCCCCN1CCN(CC1)C1=CC=C(C=C1)NC1=NN2C(C=CC=C2C2=CC=C(C=C2)S(=O)(=O)C)=N1)=O)=O 2-(2,6-dioxopiperidin-3-yl)-5-(7-(4-(4-((5-(4-(methylsulfonyl)phenyl)-[1,2,4]triazolo[1,5-a]pyridin-2-yl)amino)phenyl)piperazin-1-yl)hept-1-yn-1-yl)isoindoline-1,3-dione